1,1,3,4,4-pentafluoro-1,3-butadiene FC(=CC(=C(F)F)F)F